1-amino-N-(1-cyanocyclopropyl)cyclohexane-1-carboxamide NC1(CCCCC1)C(=O)NC1(CC1)C#N